C1(=CC=CC=C1)N1CCN(CC1)C=1C=C2C(=CN(C2=CC1)[Si](C(C)C)(C(C)C)C(C)C)NC(CC)=O N-[5-(4-phenylpiperazin-1-yl)-1-(triisopropylsilanyl)indol-3-yl]Propionamide